COC1=CC=C(CCNC(=O)C2=NNC=N2)C=C1 N-(4-methoxyphenethyl)-1H-1,2,4-triazole-3-carboxamide